C(C1=CC=CC=C1)OC=1C=CC(=C2C=CC(NC12)=O)[C@H](CNCC1=CC=CC=C1)O 8-benzyloxy-5-[(R)-2-benzylamino-1-hydroxyethyl]-(1H)-quinolin-2-one